tert-butyl 6-[(3-bromo-1,2,4-triazol-1-yl) methylene]-2-azaspiro[3.3]heptane-2-carboxylate BrC1=NN(C=N1)C=C1CC2(CN(C2)C(=O)OC(C)(C)C)C1